N-(1-ethylpiperidin-3-yl)-5-((4-methoxybenzyl)oxy)-[1,2,4]triazolo[1,5-a]pyrimidin-2-amine C(C)N1CC(CCC1)NC1=NN2C(N=C(C=C2)OCC2=CC=C(C=C2)OC)=N1